tert-butyl 4-(5-{[2-(2,6-dioxopiperidin-3-yl)-1-oxo-3H-isoindol-5-yl]carbamoyl}pyrrolo[2,3-b]pyridin-1-yl)piperidine-1-carboxylate O=C1NC(CCC1N1C(C2=CC=C(C=C2C1)NC(=O)C=1C=C2C(=NC1)N(C=C2)C2CCN(CC2)C(=O)OC(C)(C)C)=O)=O